iodohexyne IC#CCCCC